O=C1N(CCC(N1)=O)C=1C=C(CN2CCC(CC2)C2=CC=C(C=C2)NC=2C(=NC=C(N2)N2CCCCC2)C(=O)N)C=CC1 3-((4-(1-(3-(2,4-dioxotetrahydropyrimidin-1(2H)-yl)benzyl)piperidin-4-yl)phenyl)amino)-5-(piperidin-1-yl)pyrazine-2-carboxamide